(9H-fluoren-9-yl)methyl ((R)-1-((2R,4R)-4-hydroxy-2-((2-methyl-4-(4-methylthiazol-5-yl)benzyl)carbamoyl)pyrrolidin-1-yl)-3-methyl-1-oxo-3-(tritylthio)butan-2-yl)carbamate O[C@@H]1C[C@@H](N(C1)C([C@H](C(C)(SC(C1=CC=CC=C1)(C1=CC=CC=C1)C1=CC=CC=C1)C)NC(OCC1C2=CC=CC=C2C=2C=CC=CC12)=O)=O)C(NCC1=C(C=C(C=C1)C1=C(N=CS1)C)C)=O